O[C@@H]1C[C@H](N(C1)C([C@H](C(C)(C)C)N1N=NC(=C1)C=1C=C2C=CNC2=CC1)=O)C(=O)NC (2S,4R)-4-hydroxy-1-[(2S)-2-[4-(1H-indol-5-yl)triazol-1-yl]-3,3-dimethyl-butanoyl]-N-methyl-pyrrolidine-2-carboxamide